ClC1=CC=C(C=C1)C(N1C[C@@H](N(C[C@H]1C)C1=CC(N(C=2C=CC(=NC12)C#N)C)=O)CC)C1=NC=C(C=C1)F 8-[(2s,5r)-4-[(4-chlorophenyl)(5-fluoropyridin-2-yl)methyl]-2-ethyl-5-methylpiperazin-1-yl]-5-methyl-6-oxo-5,6-dihydro-1,5-naphthyridine-2-carbonitrile